5-(fluoro((((S)-1-oxo-1-(3,3,3-trifluoropropoxy)propan-2-yl)amino)(phenoxy)phosphoryl)methyl)benzo[b]thiophene-2-carboxylate FC(C1=CC2=C(SC(=C2)C(=O)[O-])C=C1)P(=O)(OC1=CC=CC=C1)N[C@H](C(OCCC(F)(F)F)=O)C